O1CCC(CC1)C#CC=1SC(=CN1)C=1C=C2C(=CN=CC2=CC1)OC1CCC(CC1)C(=O)O (1r,4r)-4-((6-(2-((tetrahydro-2H-pyran-4-yl)ethynyl)thiazol-5-yl)isoquinolin-4-yl)oxy)cyclohexane-1-carboxylic acid